C1(=CC=CC=C1)NC1=CC=C(C=C1)NC1=CC=CC=C1 1,4-bis-(phenylamino)benzene